FC1=C(C(=CC=C1)F)C1=N[C@H](C2=NN=C(N2C=2SC=3CCCCC3C12)C)C (7S)-9-(2,6-difluorophenyl)-3,7-dimethyl-17-thia-2,4,5,8-tetrazatetracyclo[8.7.0.02,6.011,16]heptadeca-1(10),3,5,8,11(16)-pentaene